C1(C=CC(N1CC(CCCN1C(C=CC1=O)=O)C)=O)=O 1,5-Bismaleimido(2-methylpentane)